4-(2-(bicyclo[1.1.1]pent-1-ylamino)-2-oxoacetyl)-N-(3-cyano-4-fluorophenyl)-1-methyl-1H-pyrrole-2-carboxamide C12(CC(C1)C2)NC(C(=O)C=2C=C(N(C2)C)C(=O)NC2=CC(=C(C=C2)F)C#N)=O